ClC=1C(=C(C2=C(C(=NS2)NCC2=CC=C(C=C2)OC)C1)Cl)C(=O)O 5,7-dichloro-3-((4-methoxybenzyl)amino)benzisothiazole-6-carboxylic acid